Methyl (4-hydroxybenzyl)carbamate OC1=CC=C(CNC(OC)=O)C=C1